(2S,4r)-1-[(2S)-3,3-dimethyl-2-[4-(3-phenylphenyl)triazol-1-yl]butyryl]-4-hydroxy-N-methyl-pyrrolidine-2-carboxamide CC([C@@H](C(=O)N1[C@@H](C[C@H](C1)O)C(=O)NC)N1N=NC(=C1)C1=CC(=CC=C1)C1=CC=CC=C1)(C)C